FC1=CC=C(C=C1)CCC1(COC1)CC 4-fluoro-[1-(3-ethyl-3-oxetanylmethyl)methyl]benzene